2-(6-ethyl-1-oxospiro[3H-isoquinoline-4,1'-cyclopropane]-2-yl)-N-(5-fluoropyrimidin-2-yl)acetamide C(C)C=1C=C2C(=CC1)C(N(CC21CC1)CC(=O)NC1=NC=C(C=N1)F)=O